5-cyclopropyl-4-(ethylthio)-1-methyl-N-(5-(methylamino)-2-(trifluoromethyl)pyridin-4-yl)-1H-pyrazole-3-carboxamide C1(CC1)C1=C(C(=NN1C)C(=O)NC1=CC(=NC=C1NC)C(F)(F)F)SCC